BrC1=CC2=C(C(C=CO2)=C)C=C1 7-bromo-4-methylenebenzopyran